4-[3-(1,3-benzoxazol-2-yl)phenyl]-2-cyclopropyl-7-(dimethylamino)-[1,3]thiazolo[4,5-d]pyrimidin-5-one O1C(=NC2=C1C=CC=C2)C=2C=C(C=CC2)N2C(N=C(C1=C2N=C(S1)C1CC1)N(C)C)=O